FC1=C(C(=C(C=C1OC)OC)F)N1C(N(C2=C(C1)C=NC1=C2C=NN1)C=1C=C(C#N)C=CC1)=O 3-[3-(2,6-difluoro-3,5-dimethoxyphenyl)-2-oxo-2,3,4,7-tetrahydro-1H-pyrazolo[4',3':5,6]pyrido[4,3-d]pyrimidin-1-yl]benzonitrile